O=S1(CCN(CC1)C1=CC=C(C=C1)B1OC(C)(C)C(C)(C)O1)=O (4-(1,1-dioxothiomorpholinyl)phenyl)boronic acid pinacol ester